CC1=CC(=NC(=N1)N1CC(CC1)C(F)(F)F)C1=NN=C(O1)C1=C(C=C(C=C1)NS(=O)(=O)CCO)N1CCC2(CC2)CC1 N-(4-(5-(6-methyl-2-(3-(trifluoromethyl)pyrrolidin-1-yl)pyrimidin-4-yl)-1,3,4-oxadiazol-2-yl)-3-(6-azaspiro[2.5]octan-6-yl)phenyl)-2-hydroxyethane-1-sulfonamide